2-(2-(1-(Cyclopropylsulfonyl)-1H-pyrazol-4-yl)pyrimidin-4-yl)-N4-((1s,4s)-4-((2,2-difluoroethyl)amino)cyclohexyl)-5-(1-methyl-1H-pyrazol-3-yl)pyridine-2,4-diamine C1(CC1)S(=O)(=O)N1N=CC(=C1)C1=NC=CC(=N1)C1(NC=C(C(=C1)NC1CCC(CC1)NCC(F)F)C1=NN(C=C1)C)N